thiazepine hydrochloride Cl.S1N=CC=CC=C1